methyl 1-(5-amino-2-methyl-phenyl)triazole-4-carboxylate NC=1C=CC(=C(C1)N1N=NC(=C1)C(=O)OC)C